{4-[(prop-2-en-1-yloxy)methyl]phenoxy}tris(prop-2-yl)silane C(C=C)OCC1=CC=C(O[Si](C(C)C)(C(C)C)C(C)C)C=C1